1-(5-chloro-6-(2-(2-fluoro-5-(trifluoromethoxy)benzyl)-2H-tetrazol-5-yl)pyridin-2-yl)ethan-1-one ClC=1C=CC(=NC1C=1N=NN(N1)CC1=C(C=CC(=C1)OC(F)(F)F)F)C(C)=O